8-(3-fluoro-2-pyridinyl)-2,4-bis(trifluoromethyl)imidazo[1,2-a][1,8]naphthyridine FC=1C(=NC=CC1)C=1N=C2N(C=3N=C(C=C(C3C=C2)C(F)(F)F)C(F)(F)F)C1